NCCCC(CCNCCCN1CCN(CC1)CCCNCCC(CCCCCCCCCCCCC)CCCN)CCCCCCCCCCCCC 1,4-bis[(3-(3-aminopropyl)-palmitylamino)propyl]piperazine